inosineglycidaldehyde [C@]1([C@H](O)[C@H](O)[C@@H](CO)O1)(N1C=NC=2C(O)=NC=NC12)C1C(C=O)O1